methyl α-linolenyl fluorophosphonate FP(OC)(OCCCCCCCC\C=C/C\C=C/C\C=C/CC)=O